BrC1=CN=C2C[C@@H]([C@@H](NC2=C1)C(C)C)C |r| (2SR,3SR,4RS)-7-bromo-2-isopropyl-3-methyl-1,2,3,4-tetrahydro-1,5-naphthyridin